C(C)(C)NC(OC1CCCC1C=1N(N=CC1)NC(COC1=C(C(=CC(=C1)OC)O)/C=N/CC)=O)=O 5-(2-(2-[(1E)-(ethylimino)methyl]-3-hydroxy-5-methoxyphenoxyacetamido)-2H-pyrazol-3-yl)cyclopentyl N-isopropylcarbamate